3,9-dihydroxypterocarpan OC=1C=CC=2[C@@H]3OC4=CC(=CC=C4[C@@H]3COC2C1)O